ethyl (((((2S,3S,5S)-3-iodo-5-(5-methyl-2,4-dioxo-3,4-dihydropyrimidin-1(2H)-yl) tetrahydrofuran-2-yl) oxy) methyl) (phenoxy)phosphoryl)-L-alaninate I[C@@H]1[C@@H](O[C@@H](C1)N1C(NC(C(=C1)C)=O)=O)OCP(=O)(OC1=CC=CC=C1)N[C@@H](C)C(=O)OCC